C(C(CCCCCCC)O)(O)(O)O nonantetraol